5,10,15,20-tetra(4-(trimethylsilyl)ethylphenyl)porphyrin C[Si](C)(C)CCC1=CC=C(C=C1)C=1C2=CC=C(N2)C(=C2C=CC(C(=C3C=CC(=C(C=4C=CC1N4)C4=CC=C(C=C4)CC[Si](C)(C)C)N3)C3=CC=C(C=C3)CC[Si](C)(C)C)=N2)C2=CC=C(C=C2)CC[Si](C)(C)C